(R)-7-methoxy-2-methyl-N-(1-(3-nitro-5-(trifluoromethyl)phenyl)ethyl)-6-(pyridin-3-yl)pyrido[2,3-d]pyrimidin-4-amine COC=1C(=CC2=C(N=C(N=C2N[C@H](C)C2=CC(=CC(=C2)C(F)(F)F)[N+](=O)[O-])C)N1)C=1C=NC=CC1